6-(difluoromethyl)-5-(4-((5-fluoro-2-methyl-3-oxo-4H-quinoxalin-6-yl)methyl)piperazine-1-yl)-N-(methyl-d3)pyridine-2-carboxamide FC(C1=C(C=CC(=N1)C(=O)NC([2H])([2H])[2H])N1CCN(CC1)CC=1C(=C2NC(C(=NC2=CC1)C)=O)F)F